C[C@]1(N(CCC1)C(=O)OC(C)(C)C)\C=C\S(N)(=O)=O tert-butyl (R,E)-2-methyl-2-(2-sulfamoylvinyl)pyrrolidine-1-carboxylate